3-[[4-[(Z)-3-(4-Nitrophenyl)prop-2-enoyl]phenyl]sulfonylamino]propanoic acid [N+](=O)([O-])C1=CC=C(C=C1)\C=C/C(=O)C1=CC=C(C=C1)S(=O)(=O)NCCC(=O)O